FC1=C(C=CC(=C1)F)C1=C(C=C2C(=NC(N3C2=C1SCCC3)=O)N3C[C@@H](N([C@@H](C3)C)C(=O)OC(C)(C)C)C)C(F)(F)F tert-butyl (2S,6R)-4-(11-(2,4-difluorophenyl)-6-oxo-10-(trifluoromethyl)-3,4-dihydro-2H,6H-[1,4]thiazepino[2,3,4-ij]quinazolin-8-yl)-2,6-dimethylpiperazine-1-carboxylate